CC=1C(=C(C=C(C1)C(F)(F)F)O)C1=CC2=C(N=N1)N(CC2)C2[C@H]1CN(C[C@@H]2CC1)C 3-methyl-2-[7-[(1R,5S)-3-methyl-3-azabicyclo[3.2.1]octan-8-yl]-5,6-dihydropyrrolo[2,3-c]pyridazin-3-yl]-5-(trifluoromethyl)phenol